sodium nonansulfonate C(CCCCCCCC)S(=O)(=O)[O-].[Na+]